3,8-diazabicyclo[3.2.1]Octane-8-formic acid tert-butyl ester C(C)(C)(C)OC(=O)N1C2CNCC1CC2